(2S,3R,4R,5S,6R)-6-(hydroxymethyl)-5-((2S,3R,4S,5R,6R)-3,4,5-trihydroxy-6-(hydroxymethyl)tetrahydro-2H-pyran-2-yloxy)tetrahydro-2H-pyran-2,3,4-triol OC[C@@H]1[C@H]([C@@H]([C@H]([C@H](O1)O)O)O)O[C@@H]1O[C@@H]([C@@H]([C@@H]([C@H]1O)O)O)CO